ClCC1=NN=C(O1)N(C)C 5-(chloromethyl)-N,N-dimethyl-1,3,4-oxadiazol-2-amine